6-amino-N-[2-(3-amino-4-ethoxypyrrolidin-1-yl)-5,6,7,8-tetrahydroquinolin-6-yl]-2-methylthieno[2,3-d][1,3]thiazole-5-carboxamide NC1=C(SC=2N=C(SC21)C)C(=O)NC2CC=1C=CC(=NC1CC2)N2CC(C(C2)OCC)N